COC1=CC=C(C=C1)OCCOC=1C=C(C(C(=O)O)=CC1)O 4-[2-(4-methoxyphenyloxy)ethyloxy]salicylic acid